O=S1(C(COCC1)C1CN(C1)C1=NC=C(C2=CC(=NC=C12)NC1=NC(=NC=C1)N1C[C@@H]([C@@H](CC1)OC)F)C1N(CCC1)C(C=C)=O)=O 1-(2-(1-(3-(4,4-dioxido-1,4-oxathian-3-yl)azetidin-1-yl)-6-((2-((3S,4R)-3-fluoro-4-methoxypiperidin-1-yl)pyrimidin-4-yl)amino)-2,7-naphthyridin-4-yl)pyrrolidin-1-yl)prop-2-en-1-one